C12(CC(C1)C2)N2C[C@@H]([C@@H](CC2)NC(=O)C2=CC(=CC=1N(C=NC12)CC(F)(F)F)C#CCNC=1C(OC)=CC=C(C1)C(NC)=O)C N-{(3S,4R)-1-(bicyclo[1.1.1]pent-1-yl)-3-methyl-4-piperidyl}-6-{3-[4-(N-methylcarbamoyl)-2-anisidino]-1-propynyl}-1-(2,2,2-trifluoroethyl)-1H-1,3-benzimidazole-4-carboxamide